OCC=1C(=NN(C1)C1OCCCC1)[C@@H]1[C@@H](N(CCC1)C(=O)OC)CO[C@@H]1CC[C@@H](CC1)C1=CC=CC=C1 methyl (2R,3S)-3-(4-(hydroxymethyl)-1-(tetrahydro-2H-pyran-2-yl)-1H-pyrazol-3-yl)-2-((((CIS)-4-phenylcyclohexyl)oxy)methyl)piperidine-1-carboxylate